OC=1C=CC2=C([C@@H]3[C@H](O2)[C@H]3C(=O)OCC)C1 (1S,1aS,6bR)-Ethyl 5-hydroxy-1a,6b-dihydro-1H-cyclopropa(b)benzofuran-1-carboxylate